4-(methacryloyloxy)benzophenone C(C(=C)C)(=O)OC1=CC=C(C(=O)C2=CC=CC=C2)C=C1